FC1=CC=C(C=C1)C(=O)C1=CNC=2N=C(N=C(C21)NC2CCC(CC2)CO)NC=2C=NN(C2)C2CCN(CC2)C (4-fluorophenyl)(4-(((1s,4s)-4-(hydroxymethyl)cyclohexyl)amino)-2-((1-(1-methylpiperidin-4-yl)-1H-pyrazol-4-yl)amino)-7H-pyrrolo[2,3-d]pyrimidin-5-yl)methanone